O=C1NC(CCC1N1C(C2=NC=C(C=C2C1=O)N1CCC(CC1)N1CCNCC1)=O)=O 6-(2,6-dioxopiperidin-3-yl)-3-(4-(piperazin-1-yl)piperidin-1-yl)-5H-pyrrolo[3,4-b]pyridine-5,7(6H)-dione